1,2-Diamino-5-(4-methylphenyl)-3-(1-methyl-1H-pyrazol-4-yl)pyrazine NN1C(C(=NC(=C1)C1=CC=C(C=C1)C)C=1C=NN(C1)C)N